ClC1=C(C=C(OC[C@H]2CN(CCO2)C(=O)OC(C)(C)C)C=C1C=1SC(=CN1)C)C(=O)OC tert-butyl (R)-2-((4-chloro-3-(methoxycarbonyl)-5-(5-methylthiazol-2-yl)phenoxy)methyl)morpholine-4-carboxylate